tert-butyl 2-fluoro-2-formyl-7-azaspiro[3.5]nonane-7-carboxylate FC1(CC2(C1)CCN(CC2)C(=O)OC(C)(C)C)C=O